ClC=1C=CC(=C(C1)C1(NC=CC=2C(=C(C=CC12)C)N)N)F 1-(5-chloro-2-fluorophenyl)-6-methylisoquinoline-1,5-diamine